rac-(1S,2S)-1-(4-chlorophenyl)-2-(1,2,4-triazol-1-yl)cycloheptanol ClC1=CC=C(C=C1)[C@@]1([C@H](CCCCC1)N1N=CN=C1)O |r|